FC(C(=O)O)(F)F.C[C@H]1NC[C@H]1CC(=O)N ((2r,3r)-2-methylazetidin-3-yl)acetamide trifluoroacetate